N-(2-methoxy-4-(1-phenylcyclopentane-1-carboxamido)phenyl)-4-cyanobenzamide COC1=C(C=CC(=C1)NC(=O)C1(CCCC1)C1=CC=CC=C1)NC(C1=CC=C(C=C1)C#N)=O